3-(2-Chloro-6-methyl-4-pyridyl)-2-(4-fluorophenyl)pyrazolo[1,5-a]pyrimidin-5-amine ClC1=NC(=CC(=C1)C=1C(=NN2C1N=C(C=C2)N)C2=CC=C(C=C2)F)C